1-(((4-(6-cyano-7-(dimethylphosphoryl)-1H-indol-3-yl)-5-(trifluoromethyl)pyrimidin-2-yl)amino)methyl)-5-azaspiro[2.4]heptane-5-carboxylate C(#N)C1=CC=C2C(=CNC2=C1P(=O)(C)C)C1=NC(=NC=C1C(F)(F)F)NCC1CC12CN(CC2)C(=O)[O-]